C1(=CC=CC=C1)C(C(=O)O)=O.C(C1=CC=CC=C1)(=O)O benzoate (phenyl glyoxylate)